FC(SC1=CC=C(C=C1)C(C)=O)(F)F 4'-(trifluoromethylthio)acetophenone